FC(C=1C(=C(C=CC1)[C@@H](C)NC=1C2=C(C(NN1)=O)C=NC(=C2)N2CC(CC2)N(C)C)F)F 1-(((R)-1-(3-(difluoromethyl)-2-fluorophenyl)ethyl)amino)-7-(3-(dimethylamino)pyrrolidin-1-yl)Pyrido[3,4-d]pyridazin-4(3H)-one